FC=1C=C(CCC2(CCCC=3C4=CC=CC=C4NC23)N)C=CC1F (3,4-difluorophenethyl)-2,3,4,9-tetrahydro-1H-carbazol-1-amine